1-(1-(2-aminothiazol-5-yl)-2-((2R,6S)-2,6-dimethylmorpholino)ethyl)-5,5-difluoropiperidin-2-one NC=1SC(=CN1)C(CN1C[C@H](O[C@H](C1)C)C)N1C(CCC(C1)(F)F)=O